BrC=1C=C(C(=O)NCC(=O)N[C@H]2[C@H]3CC[C@@H](C2)N3C#N)C=CC1 3-bromo-N-(2-(((1R,2R,4S)-7-cyano-7-azabicyclo[2.2.1]heptan-2-yl)amino)-2-oxoethyl)benzamide